N-(6S)-2-Cyclopropyl-4-methyl-5-oxo-7,8-dihydro-6H-pyrazolo[1,5-a][1,3]diazepin-6-yl-1-(tetrahydropyran-3-ylmethyl)-1,2,4-triazol-3-carboxamid C1C(C1)NC(=O)C1=NN(C(=N1)[C@H]1C(N(C=2N(CC1)N=CC2)C)=O)CC2COCCC2